P(=O)(OCC)(OCC(F)(F)F)OCC(F)(F)F ethyl bis(2,2,2-trifluoroethyl) phosphate